COC(=O)C=1C(N(C2=CC(=CC=C2C1N)Cl)C1=CC=CC=C1)=O 4-amino-7-chloro-2-oxo-1-phenyl-1,2-dihydroquinoline-3-carboxylic acid methyl ester